2-((1-Benzoylpiperidin-3-yl)oxy)isonicotinonitrile C(C1=CC=CC=C1)(=O)N1CC(CCC1)OC=1C=C(C#N)C=CN1